3-{4-[7-(4-cyano-3-trifluoromethylphenyl)-8-oxo-6-thioxo-5,7-diaza-spiro[3.4]oct-5-yl]-phenyl}-N-(2-hydroxyethyl)-propionamide C(#N)C1=C(C=C(C=C1)N1C(N(C2(CCC2)C1=O)C1=CC=C(C=C1)CCC(=O)NCCO)=S)C(F)(F)F